NCCOC1=CC2=C(C(=N1)Cl)CC(C2)CNCCC2CN(C(O2)=O)C=2C=CC=1OCC(NC1N2)=O 6-[5-[2-[[3-(2-aminoethoxy)-1-chloro-6,7-dihydro-5H-cyclopenta[c]pyridin-6-yl]methylamino]ethyl]-2-oxo-1,3-oxazolidin-3-yl]-4H-pyrido[3,2-b][1,4]oxazin-3-one